NC1=NC=C(C(=N1)C(F)F)C1=NC(=NC(=N1)N1CCOCC1)N1CCN(CC1)C(CN(C(=O)C1CCN(CC1)C(\C(=C/C1CC1)\C#N)=O)C)=O (Z)-N-(2-(4-(4-(2-amino-4-(difluoromethyl)pyrimidin-5-yl)-6-morpholino-1,3,5-triazin-2-yl)piperazin-1-yl)-2-oxoethyl)-1-(2-cyano-3-cyclopropylacryloyl)-N-methylpiperidine-4-carboxamide